N5',N5',N9',N9'-tetrakis{4-(tert-butyl)phenyl}spiro(fluorene-9,7'-fluoreno[4,3-b]benzofuran)-5',9'-diamine C(C)(C)(C)C1=CC=C(C=C1)N(C1=CC=2C3(C=4C=C(C=CC4C2C=2OC4=C(C21)C=CC=C4)N(C4=CC=C(C=C4)C(C)(C)C)C4=CC=C(C=C4)C(C)(C)C)C4=CC=CC=C4C=4C=CC=CC43)C4=CC=C(C=C4)C(C)(C)C